(S)-6-(6-Chloro-5-fluoro-2-oxo-1,2-dihydrospiro[benzo[d][1,3]oxazine-4,3'-pyrrolidin]-1'-yl)-N-(4-((4-methyl-1H-pyrazol-1-yl)methyl)benzyl)pyridazine-4-carboxamide ClC1=C(C2=C(NC(O[C@]23CN(CC3)C3=CC(=CN=N3)C(=O)NCC3=CC=C(C=C3)CN3N=CC(=C3)C)=O)C=C1)F